N[C@@H]1[C@H](CCC1)/C=C/C(=O)O (E)-3-((1R,2S)-2-aminocyclopentyl)acrylic acid